racemic-3-(4-(7-((5-cyclopropyl-7-methyl-1H-indol-4-yl)methyl)-2,2-difluoro-7-azaspiro[3.5]non-6-yl)phenyl)oxetan-3-ol C1(CC1)C=1C(=C2C=CNC2=C(C1)C)CN1[C@H](CC2(CC(C2)(F)F)CC1)C1=CC=C(C=C1)C1(COC1)O |r|